(R)-4-((S)-9-Acryloyl-2-fluoro-12-oxo-7,7a,8,9,10,11-hexahydro-6H,12H-4,5a,9,11a-tetraazabenzo[5,6]cycloocta[1,2,3-cd]inden-3-yl)-2-amino-7-fluorobenzo[b]thiophene-3-carbonitrile C(C=C)(=O)N1C[C@H]2N(C(C=3C=4N(C=NC4C(=C(C3)F)C3=CC=C(C=4SC(=C(C43)C#N)N)F)CC2)=O)CC1